1-(4-methoxybenzyl)-3-methyl-3-(5-(3-((4-(trifluoromethyl)phenyl)amino)pyridin-2-yl)-1-((2-(trimethylsilyl)ethoxy)methyl)-1H-pyrazol-3-yl)pyrrolidin-2-one COC1=CC=C(CN2C(C(CC2)(C2=NN(C(=C2)C2=NC=CC=C2NC2=CC=C(C=C2)C(F)(F)F)COCC[Si](C)(C)C)C)=O)C=C1